C1(=CC=CC=C1)C(C1=CC=CC=C1)=CC1=CC=CC=C1 α-phenylstilbene